C(#N)CCNC=1C=C(C(=O)O)C=CC1[C@@H]1CC2(CC(C2)(F)F)CCN1CC1=C2C=CNC2=C(C=C1OC)C (S)-3-((2-cyanoethyl)amino)-4-(2,2-difluoro-7-((5-methoxy-7-methyl-1H-indol-4-yl)methyl)-7-azaspiro[3.5]nonan-6-yl)benzoic acid